4-[[tert-butyl(dimethyl)silyl]oxymethyl]-1-prop-2-ynyl-piperidin-2-one [Si](C)(C)(C(C)(C)C)OCC1CC(N(CC1)CC#C)=O